ClC1=C(C=CC=C1)C=1N=C2C=3C=C(C=NC3C=CN2C1C1=CCCC1)C=1C=NN(C1)C 2-(2-Chlorophenyl)-3-(cyclopent-1-en-1-yl)-9-(1-methyl-1H-pyrazol-4-yl)imidazo[2,1-f][1,6]naphthyridine